C1(=CC=CC=C1)CN1C2=CC=CC=C2C=2C=CC=CC12 9-(phenylmethyl)carbazol